C1=CC=CC=2C3=CC=CC=C3C(C12)COC(=O)N1C[C@H](CC1)CCC(=O)O (S)-3-(1-(((9H-fluoren-9-yl)methoxy)carbonyl)pyrrolidin-3-yl)propanoic acid